Cl.ClC1=C(C=C(C=C1)C1=C(N=C(O1)C=1C=C(C=CC1)C)N1C(N=C(C(=C1)F)NCC(F)F)=O)F 1-(5-(4-Chloro-3-fluorophenyl)-2-(m-tolyl)oxazol-4-yl)-4-((2,2-difluoroethyl)amino)-5-fluoropyrimidin-2(1H)-one hydrochloride